C(C1=CC=CC=C1)(=O)ON1C=COC2=C(C1C1=CC=CC=C1)C(=NN2C2=CC=C(C=C2)F)C(F)(F)F 5-(benzoyloxy)-1-(4-fluorophenyl)-4-phenyl-3-(trifluoromethyl)-4,5-dihydro-1H-pyrazolo[4,3-f][1,4]oxazepin